2-(benzofuran-3-yl)-1-(((2-fluoro-5-morpholinophenyl)methyl)sulphonamido)ethylboronic acid O1C=C(C2=C1C=CC=C2)CC(NS(=O)(=O)CC2=C(C=CC(=C2)N2CCOCC2)F)B(O)O